CC1(CN(C1)CC(=O)NC=1C=C(C(=NC1)C)NC(=O)C=1N=NN2C1C=CC(=C2)C2=NN(N=C2C)C)C N-[5-[[2-(3,3-dimethylazetidin-1-yl)acetyl]amino]-2-methyl-3-pyridyl]-6-(2,5-dimethyltriazol-4-yl)triazolo[1,5-a]pyridine-3-carboxamide